N1N=C(C=C1)CN1C(C2=CC=C(C=C2C=N1)S(=O)(=O)C=1C=NN(C1)CCOC)=O 2-((1H-pyrazol-3-yl)methyl)-6-((1-(2-methoxyethyl)-1H-pyrazol-4-yl)sulfonyl)phthalazin-1(2H)-one